C(CCCCCCC)(=O)[O-].[Mn+2].C(CCCCCCC)(=O)[O-] manganese(II) octanate